2-methyl-5-(7-([(2R)-1-(2,3,4,5-tetrahydro-1H-2-benzazepin-2-yl)propan-2-yl]amino)-2-azaspiro[3.5]nonane-2-carbonyl)phenol CC1=C(C=C(C=C1)C(=O)N1CC2(C1)CCC(CC2)N[C@@H](CN2CC1=C(CCC2)C=CC=C1)C)O